C(C)(C)(C)[Si](OCCN(CC(CCCCCC(=O)OC(CCCCCCCC)CCCCCCCC)O)CC(CCCCCC(=O)OCCCCCCCCC)O)(C)C 1-octylnonyl 8-({2-[(tert-butyl)bis(methyl)siloxy]ethyl}[2-hydroxy-7-(nonyloxycarbonyl) heptyl]amino)-7-hydroxyoctanoate